(1R,3R)-3-(3-bromophenyl)-3-(4-methyl-4H-1,2,4-triazol-3-yl)cyclobutane-1-ol BrC=1C=C(C=CC1)C1(CC(C1)O)C1=NN=CN1C